4-[5-(aminomethyl)imidazo[1,2-a]pyridin-8-yl]-3-(2-methyl-5-pyridin-2-ylpyrazol-3-yl)oxybenzonitrile NCC1=CC=C(C=2N1C=CN2)C2=C(C=C(C#N)C=C2)OC=2N(N=C(C2)C2=NC=CC=C2)C